COC(=O)C1(CCC2(C(=CC3=CC(=C(C=C23)CO)F)C[C@H](COCC2=CC=C(C=C2)OC)C)CC1)NC1=CC(=CC=C1)Cl (1R,4R)-4-(3-Chloroanilino)-5'-fluoro-6'-(hydroxymethyl)-2'-{(2R)-3-[(4-methoxyphenyl)methoxy]-2-methylpropyl}spiro[cyclohexane-1,1'-indene]-4-carboxylic acid methyl ester